3-tetraphenyl-1,3-dimethyl-disilazane C1(=CC=CC2=CC=C3C=C4C=CC=CC4=CC3=C12)[SiH](N[SiH2]C)C